(1R,3s,5S)-6,6-dimethylbicyclo[3.1.0]hexan-3-ol CC1([C@H]2[C@@H]1CC(C2)O)C